(7S)-2,2-difluoro-6-azaspiro[3.4]octane-7-formic acid FC1(CC2(C1)CN[C@@H](C2)C(=O)O)F